BrC=1C2=C(N(CCC1C=1OC(=NN1)C1CC1)S(=O)(=O)C1=CC=C(C)C=C1)C=CC=C2 2-(5-bromo-1-tosyl-2,3-dihydro-1H-benzo[b]azepin-4-yl)-5-cyclopropyl-1,3,4-oxadiazole